(S)-3-amino-N,N-dimethyl-4-butanamide N[C@@H](CC)C(=O)N(C)C